SCCC(=O)OCC(COC(CCS)=O)(COCC(COC(CCS)=O)(COC(CCS)=O)COC(CCS)=O)CO dipentaerythritol pentakis(3-mercaptopropionate)